(R)-ethyl 2-(2-((6-(1-aminoisoquinolin-7-yl)-2,3-dihydro-1H-inden-1-yl)oxy)phenyl)acetate acetate C(C)(=O)O.NC1=NC=CC2=CC=C(C=C12)C1=CC=C2CC[C@H](C2=C1)OC1=C(C=CC=C1)CC(=O)OCC